(S)-2-amino-6-(4-((2,5-dioxo-2,5-dihydro-1H-pyrrol-1-yl)methyl)-1H-1,2,3-triazole-1-yl)hexanoic acid N[C@H](C(=O)O)CCCCN1N=NC(=C1)CN1C(C=CC1=O)=O